2-(2,4-dioxotetrahydropyrimidin-1(2H)-yl)-5-((4-(thieno[2,3-d]pyrimidin-2-yl)piperazin-1-yl)methyl)isoindoline-1,3-dione O=C1N(CCC(N1)=O)N1C(C2=CC=C(C=C2C1=O)CN1CCN(CC1)C=1N=CC2=C(N1)SC=C2)=O